CN1C(=C(C=C1C)C)C 1,2,3,5-tetramethyl-1H-pyrrole